N1CCC(CC1)CN1C(OC=CC1)=O 3-(piperidin-4-ylmethyl)-1,3-oxazin-2-one